4-Bromo-5-fluoro-N2-methyl-benzene-1,2-diamine BrC=1C=C(C(=CC1F)N)NC